2-(1-acryloyl-4-(7-(2,3-dihydro-4H-benzo[b][1,4]oxazin-4-yl)-2-((1-ethylpyrrolidin-2-yl)methoxy)-5,6,7,8-tetrahydroquinazolin-4-yl)piperazin-2-yl)acetonitrile C(C=C)(=O)N1C(CN(CC1)C1=NC(=NC=2CC(CCC12)N1C2=C(OCC1)C=CC=C2)OCC2N(CCC2)CC)CC#N